1-(6-isopropoxypyridin-3-yl)ethan-1-one tert-butyl-(R)-2-(3-(5-chloro-2-((oxan-4-yl)amino)pyrimidin-4-yl)-5-oxo-5,7-dihydro-6H-pyrrolo[3,4-b]pyridin-6-yl)propanoate C(C)(C)(C)OC([C@@H](C)N1CC2=NC=C(C=C2C1=O)C1=NC(=NC=C1Cl)NC1CCOCC1)=O.C(C)(C)OC1=CC=C(C=N1)C(C)=O